3-[3-(4-fluorophenyl)-1-bicyclo[1.1.1]pentanyl]azetidine-1-carboxylic acid tertbutyl ester C(C)(C)(C)OC(=O)N1CC(C1)C12CC(C1)(C2)C2=CC=C(C=C2)F